5,6-dihydrouridine tri(butyloctyl)citrate benzyl-N-(l-1-bromoundecyl)carbamate C(C1=CC=CC=C1)N(C(O)=O)C(CCCCCCCCCC)Br.C(CCC)C(CCCCCCC)C(C(C(C(=O)O)(C(CCCCCCC)CCCC)C(CCCCCCC)CCCC)(O)C(=O)O)C(=O)O.[C@@H]1([C@H](O)[C@H](O)[C@@H](CO)O1)N1C(=O)NC(=O)CC1